C(C#C)NC1=CC=C(OCCOCCOCCOCCNC(OC(C)(C)C)=O)C=C1 tert-butyl N-(2-{2-[2-(2-{4-[(prop-2-yn-1-yl)amino]phenoxy}ethoxy)ethoxy]ethoxy}ethyl)carbamate